(2-((2-Chlorophenyl)amino)-6-((2,3-dihydro-1H-inden-2-yl)carbamoyl)pyridin-4-yl)carbamic acid tert-butyl ester C(C)(C)(C)OC(NC1=CC(=NC(=C1)C(NC1CC2=CC=CC=C2C1)=O)NC1=C(C=CC=C1)Cl)=O